8-Amino-5-bromo-6-chloro-3,4-dihydronaphthalen NC=1C=C(C(=C2CCC=CC12)Br)Cl